CC1(CC(OC(=C1)C1=[N+](N(C2=CC(=CC=C12)C)CC)[O-])=O)C 3-(4,4-Dimethyl-2-oxo-3,4-dihydro-2H-pyran-6-yl)-1-ethyl-6-methyl-1H-indazole 2-oxide